BrNS(=O)(=O)C=1NC=CC1 N-bromopyrrolesulfonamide